dimethyl 2,2'-diacetoxybiphenyl-4,4'-dicarboxylate C(C)(=O)OC1=C(C=CC(=C1)C(=O)OC)C1=C(C=C(C=C1)C(=O)OC)OC(C)=O